N-Carboxymethyl-N'-(2-hydroxyethyl)-N,N'-ethylenediglycine C(=O)(O)CN(CC(=O)O)CCN(CC(=O)O)CCO